N,N'-Ethane-1,2-diylbis[N-(carboxymethyl)glycine] C(CN(CC(=O)O)CC(=O)O)N(CC(=O)O)CC(=O)O